cyclopentyl(3-ethoxy-3-oxopropyl) amino-oxopropionate NCC(C(=O)OC(CC(=O)OCC)C1CCCC1)=O